7-(2-(cyclobutylmethyl)-7H-pyrrolo[2,3-d]pyrimidin-5-yl)-2,2-dimethylchroman-4-one C1(CCC1)CC=1N=CC2=C(N1)NC=C2C2=CC=C1C(CC(OC1=C2)(C)C)=O